C(OCCCC)OCCCC 1'-[methylenebis(oxy)]dibutane